3-(3-(1-methyl-1H-pyrazol-4-yl)pyrazolo[1,5-a]pyridin-5-yl)-5-(4-methylpyridin-3-yl)-1H-pyrrolo[2,3-b]pyridine CN1N=CC(=C1)C=1C=NN2C1C=C(C=C2)C2=CNC1=NC=C(C=C12)C=1C=NC=CC1C